C(C)N1N=C(C(=C1)C1=NCN(C=C1)C=1C=NN(C1)C1CCN(CC1)CCOC)C=1C=NC=CC1 4-(1-Ethyl-3-(pyridin-3-yl)-1H-pyrazol-4-yl)-N-(1-(1-(2-methoxyethyl)piperidin-4-yl)-1H-pyrazol-4-yl)pyrimidin